(S,E)-7-(Dimethylamino)-1-((1-((5-fluoro-7-neopentyl-1H-benzo[d]imidazol-2-yl)methyl)-2-oxo-1,2-dihydropyridin-3-yl)amino)-1,7-dioxohept-5-en-2-yl-(2-methoxyethyl)(methyl)carbamat CN(C(/C=C/CC[C@H](C(=O)NC=1C(N(C=CC1)CC1=NC2=C(N1)C(=CC(=C2)F)CC(C)(C)C)=O)CN(C([O-])=O)CCOC)=O)C